ethyl methoxyacetate (ethyl methoxy acetate) C(C)C(C(=O)O)OC.COCC(=O)OCC